2-Propyl-1,3-pentanediol C(CC)C(CO)C(CC)O